CC=1C=C(C(=O)C2=CC=C(C=C2)C)C=CC1 3,4'-Dimethyl-benzophenone